CN(C(CC=1C(=C(C=CC1)OC(NC)=O)OC)=O)C (3-(2-(Dimethylamino)-2-oxoethyl)-2-methoxyphenyl)(methyl)carbamate